C(C=C)(=O)N1CCN(CC1)C(=O)NC(C#CC1=CC(=C(C=C1)Cl)Cl)CC 4-acryloyl-N-(1-(3,4-dichlorophenyl)1-pentyn-3-yl)piperazine-1-carboxamide